tert-butyl (R)-((3-(5-chloro-2-(4,4-difluoroazepan-1-yl)-6-methylnicotinamido)phenyl)(methyl)(oxo)-λ6-sulfaneylidene)carbamate ClC=1C(=NC(=C(C(=O)NC=2C=C(C=CC2)[S@](=O)(C)=NC(OC(C)(C)C)=O)C1)N1CCC(CCC1)(F)F)C